4-[(1S)-1-[[1-(2-phenoxyethylamino)cyclopentanecarbonyl]amino]ethyl]benzoic acid O(C1=CC=CC=C1)CCNC1(CCCC1)C(=O)N[C@@H](C)C1=CC=C(C(=O)O)C=C1